CNC(=O)[C@H](CC1CCOCC1)NC(=O)[C@H](CCCN1C(=NC=C1)[N+](=O)[O-])NC(OC(C)(C)C)=O tert-butyl N-[(1S)-1-{[(1S)-1-(methylcarbamoyl)-2-(oxan-4-yl)ethyl]carbamoyl}-4-(2-nitro-1H-imidazol-1-yl)butyl]carbamate